3-(5-Chlorothiazol-2-yl)-2-fluoro-5-((trans-3-hydroxybutan-2-yl)oxy)-N-((R)-1-(2-(trisFluoromethyl)pyrimidin-5-yl)ethyl)benzamide ClC1=CN=C(S1)C=1C(=C(C(=O)N[C@H](C)C=2C=NC(=NC2)C(F)(F)F)C=C(C1)OC(C)C(C)O)F